tert-butyl (exo)-3-({6-[4-(2-methyl-1,3-thiazol-5-yl)-1,3-benzothiazol-7-yl]pyridazin-3-yl}oxy)-8-azabicyclo[3.2.1]octane-8-carboxylate CC=1SC(=CN1)C1=CC=C(C2=C1N=CS2)C2=CC=C(N=N2)OC2CC1CCC(C2)N1C(=O)OC(C)(C)C